2-(methylamino)-4-oxo-butanoic acid CNC(C(=O)O)CC=O